(3R/S)-cyclopentyl-3-[4-(7H-pyrrolo[2,3-d]pyrimidin-4-yl)-1H-pyrazol-1-yl]propanenitrile C1(CCCC1)C(C#N)CN1N=CC(=C1)C=1C2=C(N=CN1)NC=C2